[N+](=O)([O-])C=1C=C2C(N(C(=NC2=CC1)[C@@H]1NCCC1)C1=CC(=CC=C1)OC(F)(F)F)=O (R)-6-nitro-2-(pyrrolidin-2-yl)-3-(3-(trifluoromethoxy)phenyl)quinazolin-4(3H)-one